C[Si]([C-]1C=C(C2=CC=CC=C12)C(C)C1=CC=CC=C1)(C1C(=C(C(=C1C)C)C)C)C.[Li+] lithium 1-(dimethyl-(2,3,4,5-tetramethylcyclopent-2,4-dien-1-yl)silyl)-3-(1-phenylethyl)-1H-indene-1-ide